ClC1=CC(=NC=N1)NC(=O)C1C(C1)C1=NC=CC(=N1)C N-(6-chloropyrimidin-4-yl)-2-(4-methylpyrimidin-2-yl)cyclopropane-1-carboxamide